6-[3-(3,5-di-t-butyl-4-hydroxyphenyl)propoxy]-2,4,8,10-tetra-t-butyldibenz[d,f][1,3,2]diOxaphosphepine C(C)(C)(C)C=1C=C(C=C(C1O)C(C)(C)C)CCCOP1OC2=C(C3=C(O1)C(=CC(=C3)C(C)(C)C)C(C)(C)C)C=C(C=C2C(C)(C)C)C(C)(C)C